C1(CCCCC1)CN1CCC(CC1)N1C(N(C=2C=NC=CC21)C2=C(C(=O)N(C)C(C)C)C=C(C=C2)F)=O (1-(1-(cyclohexylmethyl)piperidin-4-yl)-2-oxo-1,2-dihydro-3H-imidazo[4,5-c]pyridin-3-yl)-5-fluoro-N-isopropyl-N-methylbenzamide